BrC=1C=C2C(=NC=NC2=C(C1)OCC(F)F)O 6-bromo-8-(2,2-difluoroethoxy)quinazolin-4-ol